The molecule is a dihydropyridine that is that is 1,4-dihydropyridine which is substituted at positions 2 and 6 by methyl groups, at positions 3 and 5 by ethoxycarbonyl groups, and at position 4 by a pentafluorophenyl group. An L-type calcium channel alpha1-subunit antagonist. When exposed to the microscopic soil nematode Caenorhabditis elegans, nemadipine-A induces a variety of defects including those affecting morphology and egg laying. It has a role as a calcium channel blocker. It is a dihydropyridine, a diester, a member of pentafluorobenzenes, an ethyl ester and a member of dicarboxylic acids and O-substituted derivatives. CCOC(=O)C1=C(NC(=C(C1C2=C(C(=C(C(=C2F)F)F)F)F)C(=O)OCC)C)C